(4-aminocyclopenta[c]pyrrol-2(1H)-yl)(4-(thieno[2,3-b]pyridin-4-ylmethoxy)phenyl)methanone Nickel acetate monohydrate O.C(C)(=O)[O-].[Ni+2].NC1=CC=C2CN(C=C21)C(=O)C2=CC=C(C=C2)OCC2=C1C(=NC=C2)SC=C1.C(C)(=O)[O-]